C(C#CC)(=O)NC1CC(CCC1)C1=C2C(=C(NC2=C(C(=C1F)F)C(=O)N)C)Cl 4-(3-(but-2-ynamido)cyclohexyl)-3-chloro-5,6-difluoro-2-methyl-1H-indole-7-carboxamide